CN1CCC(CC1)NC1=CC=C(C(=O)NC2=CC(=NN2)C=2C=CC3=C(N(C=N3)C3=CC(=CC=C3)N)C2)C=C1 4-((1-methylpiperidin-4-yl)amino)-N-(3-(1-(3-aminophenyl)-1H-benzo[d]imidazol-6-yl)-1H-pyrazol-5-yl)benzamide